C(C)(C)(C)OC(=O)NCCCNC1=CC=C(C=C1)C(C(=O)ON1C(CCC1=O)=O)C1=CC=CC=C1 2,5-dioxopyrrolidin-1-yl 2-(4-((3-((tert-butoxycarbonyl)amino)propyl)amino)phenyl)-2-phenylacetate